CN1C=C(C2=CC=CC=C12)[C@@H](CNS(=O)(=O)C1=CC=C2C=CNC2=C1)N1CCCC1 (S)-N-(2-(1-methyl-1H-indol-3-yl)-2-(pyrrolidin-1-yl)ethyl)-1H-indol-6-sulfonamide